3-(aminopropyl)-2-pyrrolidone NCCCC1C(NCC1)=O